C1(CC1)C1=C(C=CC=C1CN1CC2NC(C1)C2)C2=CC(=C(C#N)C=C2)F 4-[2-cyclopropyl-3-(3,6-diazabicyclo[3.1.1]heptan-3-ylmethyl)phenyl]-2-fluoro-benzonitrile